COC1=CC=C(C=C1)C#CC=1C(OC2=CC=CC=C2C1)=O (4-methoxyphenyl-ethynyl)coumarin